1,1-bis(methoxymethyl)cyclopentane COCC1(CCCC1)COC